german aluminum [Al].[GeH4]